C(CCCCCCCCCCC)OCCOCCOCCOCCOCCOCCOCCOCCO octaethylene glycol monododecyl ether